N-(tert-butyl)-2-(1-oxo-3,4-dihydro-spiro[benzo[c]azepin-5,3'-indol]-2(1H)-yl)-2-phenylacetamide C(C)(C)(C)NC(C(C1=CC=CC=C1)N1C(C2=C(C=CC=C2)C2(C=NC3=CC=CC=C23)CC1)=O)=O